8-(Chloromethyl)-3,3-dimethyl-1H-pyrrolo[1,2,3-de]quinoxalin-2(3H)-one ClCC=1C=C2C=3N(C(C(NC3C1)=O)(C)C)C=C2